N,N-dimethyl-N'-propylpropanediamine CN(C(CC)NCCC)C